2-[2-(1-piperidinyl)propoxy]propyl-N,N-dimethyl-amine N1(CCCCC1)C(COC(CN(C)C)C)C